PerfluoroDodecanediol FC(C(C(C(C(C(C(C(C(C(C(C(F)(F)F)(F)F)(F)F)(F)F)(F)F)(F)F)(F)F)(F)F)(F)F)(F)F)(F)F)(O)O